6-fluoro-2-(tetrahydro-2H-pyran-2-yl)-2H-indazole-4-carbonitrile FC=1C=C(C2=CN(N=C2C1)C1OCCCC1)C#N